N-(1-(azetidin-1-ylmethyl)cyclopropyl)-2-(4-chlorophenyl)-2-fluoropropanamide N1(CCC1)CC1(CC1)NC(C(C)(F)C1=CC=C(C=C1)Cl)=O